N1(C=NC2=C1C=CC=C2)C2=CC=C(C=C2)NC(=O)NC=2N(N=C(C2)C(C)(C)C)C2=CC=C(C=C2)C 1-(4-benzimidazol-1-yl-phenyl)-3-(5-tert-butyl-2-p-tolyl-2H-pyrazol-3-yl)-urea